N1=C(C=CC=2N=C3COC[C@]4(N3C21)COC2=C4C=CC=C2)C=2C=NC(=NC2)N2CCC(CC2)O (S)-1-(5-(6',8'-dihydro-2H-spiro[benzofuran-3,9'-pyrido[3',2':4,5]imidazo[2,1-c][1,4]oxazin]-2'-yl)pyrimidin-2-yl)piperidin-4-ol